COC(=O)C1N=CC=2N1C=COC2 Imidazo[1,5-d][1,4]Oxazine-3-carboxylic acid methyl ester